(3-(trifluoromethyl)quinoxalin-6-yl)ethan-1-one N-[3-[[6-bromo-1-(tetrahydro-2H-pyran-2-yl)-1H-indazol-4-yl]oxy]cyclobutyl]-N-(Cyclopropylmethyl)carbamate BrC1=CC(=C2C=NN(C2=C1)C1OCCCC1)OC1CC(C1)N(C(O)=O)CC1CC1.FC(C=1C=NC2=CC=C(C=C2N1)C(C)=O)(F)F